3-chloro-6-(1,4-diazepan-1-yl)-2-piperazin-1-yl-quinoline dihydrochloride Cl.Cl.ClC=1C(=NC2=CC=C(C=C2C1)N1CCNCCC1)N1CCNCC1